(trans)-N,N'-diethyl-1,2-cyclohexanediamine C(C)N[C@H]1[C@@H](CCCC1)NCC